4-(4-Methyl-3-pentenyl)-3-cyclohexencarbaldehyd CC(=CCCC1=CCC(CC1)C=O)C